Cl.NC(CCC)C1=CC2=C(NC(=N2)[C@@H](NC(=O)C2=CC=NN2C)C2CCC(CC2)(F)F)C=C1 N-((1S)-(5-(1-Aminobutyl)-1H-benzo[d]imidazol-2-yl)(4,4-difluorocyclohexyl)methyl)-1-methyl-1H-pyrazole-5-carboxamide hydrochloride